N-(cyclopropyl(3-(4-fluorophenyl)bicyclo[1.1.1]pentan-1-yl)methyl)nicotinamide C1(CC1)C(NC(C1=CN=CC=C1)=O)C12CC(C1)(C2)C2=CC=C(C=C2)F